BrC=1C=CC(=C(CN2C(=CC(=C2)C2=CC=C(C=C2)F)C(=O)OC)C1)[N+](=O)[O-] methyl 1-(5-bromo-2-nitrobenzyl)-4-(4-fluorophenyl)-1H-pyrrole-2-carboxylate